dimethyltetrahydro-2H-pyran-4-carboxamide CC1(OCCC(C1)C(=O)N)C